N-(5-((2-(5-azaspiro[3.4]octan-5-yl)ethyl)carbamoyl)-2-methylpyridin-3-yl)-2-(1-(2-fluoroethyl)-1H-pyrazol-4-yl)pyrazolo[5,1-b]thiazole-7-carboxamide C1CCC12N(CCC2)CCNC(=O)C=2C=C(C(=NC2)C)NC(=O)C=2C=NN1C2SC(=C1)C=1C=NN(C1)CCF